(S)-3-(4-(7-chloro-3-(1-methylpiperidin-4-yl)-2-oxo-2,3-dihydro-1H-benzo[d]imidazol-1-yl)phenyl)-2-(2-chloro-6-fluorobenzamido)propionic acid ClC1=CC=CC2=C1N(C(N2C2CCN(CC2)C)=O)C2=CC=C(C=C2)C[C@@H](C(=O)O)NC(C2=C(C=CC=C2F)Cl)=O